3,5-divinylbenzene ammonium [NH4+].C(=C)C=1C=CC=C(C1)C=C